6-bromo-N-(3,3-difluoro-1-methyl-4-piperidyl)pyridine-2-carboxamide BrC1=CC=CC(=N1)C(=O)NC1C(CN(CC1)C)(F)F